2-(2,4-difluorophenyl)-5-(trifluoromethyl)pyrimidine (S)-tert-butyl-(1-(3-(1-methyl-4-nitro-1H-pyrazol-5-yl)phenyl)but-3-en-1-yl)carbamate C(C)(C)(C)N(C(O)=O)[C@@H](CC=C)C1=CC(=CC=C1)C1=C(C=NN1C)[N+](=O)[O-].FC1=C(C=CC(=C1)F)C1=NC=C(C=N1)C(F)(F)F